(R)-6-(4-chlorophenyl)-8-(3-fluorophenyl)-3-(3,3,3-trifluoro-2-hydroxypropyl)pyrido[3,4-d]pyrimidin-4(3H)-one ClC1=CC=C(C=C1)C1=CC2=C(N=CN(C2=O)C[C@H](C(F)(F)F)O)C(=N1)C1=CC(=CC=C1)F